4-[[[(1,1-dimethylethyl)dimethylsilyl]oxy]methyl]hexahydro-5-((tetrahydro-2H-pyran-2-yl)oxy)-2(1H)-pentalenone CC(C)(C)[Si](OCC1C2CC(CC2CC1OC1OCCCC1)=O)(C)C